(2-fluorophenyl)(methyl)((7-(5-(trifluoromethyl)-1,2,4-oxadiazol-3-yl)imidazo[1,2-a]pyridin-2-yl)imino)-λ6-sulfanone FC1=C(C=CC=C1)S(=O)(=NC=1N=C2N(C=CC(=C2)C2=NOC(=N2)C(F)(F)F)C1)C